BrC=1C2=C(C(N(C1)C)=O)N(C(=C2)C(=O)OCC)S(=O)(=O)C2=CC=C(C)C=C2 Ethyl 4-bromo-6-methyl-7-oxo-1-tosyl-6,7-dihydro-1H-pyrrolo[2,3-c]pyridine-2-carboxylate